[Sn].[Re] rhenium-tin